tert-butyl (12-(2-iodoethoxy)dodecyl)carbamate ICCOCCCCCCCCCCCCNC(OC(C)(C)C)=O